NC(CCCCCCCCCCCCC(=O)NCC(=O)O)=O (14-amino-14-oxomyristoyl)glycine